[(1R)-2-(7-methyl-1-benzofuran-3-yl)-1-{[(1R,8S)-11-oxatricyclo[6.2.1.02,7]undeca-2,4,6-trien-1-yl]formamido}ethyl]boron CC1=CC=CC=2C(=COC21)C[C@H](NC(=O)[C@]21C3=CC=CC=C3[C@H](CC2)O1)[B]